3-chloro-5-(2-chloro-4-(3-ethynylpyridin-4-yl)-5-fluorobenzamido)-N-phenethylpicolinamide ClC=1C(=NC=C(C1)NC(C1=C(C=C(C(=C1)F)C1=C(C=NC=C1)C#C)Cl)=O)C(=O)NCCC1=CC=CC=C1